5-(tert-butyl) 4-methyl (3aR-4S,6aR)-3a-allylhexahydro-5H-thieno[2,3-c]pyrrole-4,5-dicarboxylate C(C=C)[C@]12[C@H](CN([C@@H]1C(=O)OC)C(=O)OC(C)(C)C)SCC2